3,4,5-trimethoxyphenylacetone COC=1C=C(C=C(C1OC)OC)CC(C)=O